(S)-4-(((S)-2-methoxypropyl)(4-(5,6,7,8-tetrahydro-1,8-naphthyridin-2-yl)butyl)amino)-2-(quinazolin-4-ylamino)butanoic acid CO[C@H](CN(CC[C@@H](C(=O)O)NC1=NC=NC2=CC=CC=C12)CCCCC1=NC=2NCCCC2C=C1)C